1-methyl-3-(pyridin-3-ylamino)-4-benzyloxy-1H-indazole CN1N=C(C2=C(C=CC=C12)OCC1=CC=CC=C1)NC=1C=NC=CC1